ClC1=CC=C(C=C1)CN1C[C@@H](CC1)NC[C@@H](COC1=C(C=CC(=C1)F)NC(C)=O)O N-(2-{(2S)-3-[{(3R)-1-[(4-chlorophenyl)methyl]-3-pyrrolidinyl}amino]-2-hydroxypropoxy}-4-fluorophenyl)acetamide